C(C1=CC=CC=C1)OC(=O)N[C@H](C(=O)N1[C@@H]([C@H]2C([C@H]2C1)(C)C)C(=O)NN(C(OC(C)(C)C)=O)C[C@H]1C(NCC1)=O)CC(C)C tert-butyl N-[[(1R,2S,5S)-3-[(2S)-2-(benzyloxycarbonylamino)-4-methyl-pentanoyl]-6,6-dimethyl-3-azabicyclo[3.1.0]hexane-2-carbonyl]amino]-N-[[(3S)-2-oxopyrrolidin-3-yl]methyl]carbamate